2-(((2S,3S)-1-((1,1-bis(4-fluorophenyl)prop-1-en-2-yl)amino)-3-methyl-1-oxopentan-2-yl)carbamoyl)-4-methoxypyridin-3-yl acetate C(C)(=O)OC=1C(=NC=CC1OC)C(N[C@H](C(=O)NC(=C(C1=CC=C(C=C1)F)C1=CC=C(C=C1)F)C)[C@H](CC)C)=O